Sodium (S)-{8-fluoro-2-[4-(3-methoxyphenyl)-piperazine-1-yl]-3-[2-methoxy-5-(trifluoromethyl)phenyl]-3,4-dihydroquinazoline-4-yl}acetate monohydrate O.FC=1C=CC=C2[C@@H](N(C(=NC12)N1CCN(CC1)C1=CC(=CC=C1)OC)C1=C(C=CC(=C1)C(F)(F)F)OC)CC(=O)[O-].[Na+]